C(C=C)[C@@H]1[C@@H]([C@H]([C@H]2OC(OC[C@H]2O1)(C)C)N1N=NC(=C1)C1=CC(=C(C(=C1)F)F)F)O (4aR,6R,7R,8R,8aR)-6-allyl-2,2-dimethyl-8-(4-(3,4,5-trifluorophenyl)-1H-1,2,3-triazol-1-yl)hexahydropyrano[3,2-d][1,3]dioxin-7-ol